C1(CC1)C1=NN2C(N=CC=C2C(=O)N[C@@H]2CCS(C3=CC=CC=C23)(=O)=O)=C1C(=O)N 2-cyclopropyl-N7-[(4R)-1,1-dioxo-3,4-dihydro-2H-thiochromen-4-yl]pyrazolo[1,5-a]pyrimidine-3,7-dicarboxamide